CN1N=CC(=C1)C=1C=C2C=C(N=CC2=CC1)NC(C1=CC(=CC=C1)CN1CCCC1)=O N-(6-(1-Methyl-1H-pyrazol-4-yl)isoquinolin-3-yl)-3-(pyrrolidin-1-ylmethyl)Benzamide